1-(4-bromophenyl)-6-ethylindolin-2-one BrC1=CC=C(C=C1)N1C(CC2=CC=C(C=C12)CC)=O